Ethyl 1-{[(4,5-dibromo-3-fluoro-2-thienyl)carbonyl]amino}cyclopropanecarboxylate BrC=1C(=C(SC1Br)C(=O)NC1(CC1)C(=O)OCC)F